tert-butyl (2-(2-(3-((5-amino-2-((6-methoxypyridazin-3-yl)carbamoyl)phenyl)amino)-3-oxopropoxy)ethoxy)ethyl)carbamate NC=1C=CC(=C(C1)NC(CCOCCOCCNC(OC(C)(C)C)=O)=O)C(NC=1N=NC(=CC1)OC)=O